[1-(benzylamino)cyclopropyl]methanol C(C1=CC=CC=C1)NC1(CC1)CO